5-vinyl-3,6-dihydropyridine-1,4(2H)-dicarboxylic acid 1-(tert-butyl) ester 4-ethyl ester C(C)OC(=O)C=1CCN(CC1C=C)C(=O)OC(C)(C)C